(R)-1-(5-fluoro-2-((4-methoxybenzyl)oxy)phenyl)ethylamine FC=1C=CC(=C(C1)[C@@H](C)N)OCC1=CC=C(C=C1)OC